octadecyl-diethyl-(3-trimethoxysilylpropyl)ammonium chloride [Cl-].C(CCCCCCCCCCCCCCCCC)[N+](CCC[Si](OC)(OC)OC)(CC)CC